N-(2,6-dimethylphenyl)-2-[2-methoxy-4-[(1-methyl-4-piperidinyl)oxy]anilino]pyrimido[4,5-e]indolizine-7-carboxamide CC1=C(C(=CC=C1)C)NC(=O)C=1C=CN2C3=C(C=CC12)C=NC(=N3)NC3=C(C=C(C=C3)OC3CCN(CC3)C)OC